1-hydroxy-2-triethylsilyloxy-1,1,2,2-tetraphenylethane OC(C(C1=CC=CC=C1)(C1=CC=CC=C1)O[Si](CC)(CC)CC)(C1=CC=CC=C1)C1=CC=CC=C1